C(#N)C1=C(OC2=CC=C3N=CC(=NC3=C2)CCC2CCN(CC2)C(=O)OC(C)(C)C)C(=CC=C1NS(N(C)CC)(=O)=O)F tert-butyl 4-[2-[7-[2-cyano-3-[[ethyl(methyl)sulfamoyl]amino]-6-fluoro-phenoxy]quinoxalin-2-yl]ethyl]piperidine-1-carboxylate